NC=1C=C(C=C2C=C(N=NC12)NC(=O)[C@@H]1[C@@H](C1)F)C=1C=NC(=CC1C)N (1R,2R)-N-(8-Amino-6-(6-amino-4-methylpyridin-3-yl)cinnolin-3-yl)-2-fluorocyclopropanecarboxamide